4-benzyl-2-(4-fluorophenyl)-3,5-dioxo-2,3,4,5-tetrahydro-1,2,4-triazine-6-carbonitrile C(C1=CC=CC=C1)N1C(N(N=C(C1=O)C#N)C1=CC=C(C=C1)F)=O